Tert-butyl 4-(3-bromo-5-isopropoxyphenyl)piperazine-1-carboxylate BrC=1C=C(C=C(C1)OC(C)C)N1CCN(CC1)C(=O)OC(C)(C)C